4-cycloheptyl-3-methylpiperazine-1-carboxylate C1(CCCCCC1)N1C(CN(CC1)C(=O)[O-])C